FP(F)F trifluorophosphane